FC1=CC=C(C=C1)NC(C(C)C)=O N-(4-fluorophenyl)-2-methylpropanamid